O[C@@H]1[C@@H](CO[C@@H]([C@@H]1O)CO)N1C(CCC1=O)=O ((3R,4R,5R,6R)-4,5-dihydroxy-6-(hydroxymethyl)tetrahydro-2H-pyran-3-yl)pyrrolidine-2,5-dione